OC1=CC(=C(C=C1)C1=CC=C(C=C1)NC(=O)C=1C=C(C(=CC1)OC)C1=CC(=CC=C1)OC)OCOC N-(4'-hydroxy-2'-(methoxymethoxy)-[1,1'-biphenyl]-4-yl)-3',6-dimethoxy-[1,1'-biphenyl]-3-carboxamide